FC(C=1C=C(C=CC1)C=1C=CC2=C(C3NCCC2C3)C1)(F)F 8-(3-(Trifluoromethyl)phenyl)-2,3,4,5-tetrahydro-1H-1,5-methanobenzo[c]azepine